(R)-2-methyl-N-((S)-1-(3-(2,2,2-trifluoroethoxy)phenyl)ethyl)propane-2-sulfinamide CC(C)(C)[S@@](=O)N[C@@H](C)C1=CC(=CC=C1)OCC(F)(F)F